N-(1-methyl-1H-pyrazol-4-yl)urea CN1N=CC(=C1)NC(=O)N